CN(CC(=O)N[C@@H](CC(N)=O)C(=O)N1[C@@H](CCC1)C(=O)O)CCN(CCN(CCNC(OC(C)(C)C)=O)C)C N-methyl-N-(2,2,8,11-tetramethyl-4-oxo-3-oxa-5,8,11-triazatridecan-13-yl)glycyl-L-asparaginyl-L-proline